ClC1=CC(=C(C=C1Cl)C1C(CN(CC1)C(=O)OC(C)(C)C)O)OC tert-butyl 4-(4,5-dichloro-2-methoxyphenyl)-3-hydroxypiperidine-1-carboxylate